2-(2-hydroxy-3-tert-butyl-5-methylphenyl)-2H-benzotriazole-4-one OC1=C(C=C(C=C1C(C)(C)C)C)N1N=C2C(N1)=CC=CC2=O